3-(5-((3-((4'-chloro-[1,1'-biphenyl]-2-yl)methyl)-3,6-diazabicyclo[3.1.1]heptan-6-yl)methyl)-6-fluoro-1-oxoisoindolin-2-yl)piperidine-2,6-dione ClC1=CC=C(C=C1)C1=C(C=CC=C1)CN1CC2N(C(C1)C2)CC=2C=C1CN(C(C1=CC2F)=O)C2C(NC(CC2)=O)=O